FC1(CCC(CC1)[C@H](NC(=O)C1=CC=NN1CC)C=1OC2=C(N1)C=C(C=C2)[C@H](N2C(N[C@@H](C2)C(F)(F)F)=O)C2COC2)F N-((S)-(4,4-difluorocyclohexyl)(5-((R)-oxetan-3-yl((S)-2-oxo-4-(trifluoromethyl)imidazolidin-1-yl)methyl)benzo[d]oxazol-2-yl)methyl)-1-ethyl-1H-pyrazole-5-carboxamide